(4-methoxybenzylthio)purine COC1=CC=C(CSC2=NC=C3NC=NC3=N2)C=C1